[Na+].COC1=C(C=C(C=C1)C1=C(C=CC=C1C)C)[C@H](CC(=O)[O-])NC(=O)NC1C(N(C=CC1=O)C)=O (S)-3-(4-methoxy-2',6'-dimethylbiphenyl-3-yl)-3-(3-(1-methyl-4-oxo-2-oxo-1,2-dihydropyridin-3-yl)ureido)propanoic acid sodium salt